N-(3-(6-aminopyridin-2-yl)-1H-pyrrolo[2,3-b]pyridin-6-yl)cyclopropanecarboxamide NC1=CC=CC(=N1)C1=CNC2=NC(=CC=C21)NC(=O)C2CC2